N-[2-amino-5-bromo-6-(1,3-oxazol-2-yl)pyrimidin-4-yl]-2-(2,6-difluorophenyl)acetohydrazide NC1=NC(=C(C(=N1)N(N)C(CC1=C(C=CC=C1F)F)=O)Br)C=1OC=CN1